4-(3-Trimethoxysilylhexyloxy)cinnamic acid methyl ester COC(C=CC1=CC=C(C=C1)OCCC(CCC)[Si](OC)(OC)OC)=O